ClC=1C=CC2=C(CN(C[C@H](O2)CC)C(=O)OC(C)(C)C)N1.CO[Si](CCCNCCNCCN)(OC)OC (3-Trimethoxy silyl propyl) diethylenetriamine tert-butyl (R)-7-chloro-2-ethyl-2,3-dihydropyrido[2,3-f][1,4]oxazepine-4(5H)-carboxylate